ClC=1C=CC(=C(C1)[C@H]1C[C@H](C1)NC(=O)C=1N=NN(C1)[C@@H](C)C=1C=NC(=C(C1)F)N1C([C@@H]2C[C@@H]2C1)=O)C#N |o1:19| N-((cis)-3-(5-chloro-2-cyanophenyl)cyclobutyl)-1-((S or R)-1-(5-fluoro-6-((1R,5S)-2-oxo-3-azabicyclo[3.1.0]hexan-3-yl)pyridin-3-yl)ethyl)-1H-1,2,3-triazole-4-carboxamide